NC=1N(N=C2C=CC(=CC12)C=1C(C(=C2C=C(C=CN2C1)C1CC1)I)=O)C 3-(3-amino-2-methyl-2H-indazol-5-yl)-8-cyclopropyl-1-iodoquinolizin-2-one